FC(C=1C(=CC2=CN(N=C2C1)C1CCC(CC1)C(=O)OC)[N+](=O)[O-])F methyl 4-[6-(difluoromethyl)-5-nitro-indazol-2-yl]cyclohexanecarboxylate